ClC1=C(C=CC(=C1)F)C(C(=O)C1=C(C=C(C=C1)F)Cl)=O 1,2-bis(2-chloro-4-fluorophenyl)-1,2-ethanedione